7-bromo-2-methyl-4-{4-(trifluoromethyl)phenoxy}benzo[d]thiazole BrC1=CC=C(C=2N=C(SC21)C)OC2=CC=C(C=C2)C(F)(F)F